[N+](=O)([O-])C=1C(=NC=CC1)N1CCCCC1 3-nitro-2-(piperidin-1-yl)pyridine